ClC1=C(C(=NN1)C)NC(C1=C(C=C(C(=C1)F)C1=NC(=C(N=C1)F)CO)O[C@H](C(F)(F)F)C)=O (S)-N-(5-chloro-3-methyl-1H-pyrazol-4-yl)-5-fluoro-4-(5-fluoro-6-(hydroxymethyl)pyrazin-2-yl)-2-((1,1,1-trifluoropropan-2-yl)oxy)benzamide